Pyrrolo[2,3-d]Pyrimidine-7-carboxylic acid 4-aminobutyl ester hydrochloride Cl.NCCCCOC(=O)N1C=CC2=C1N=CN=C2